phosphoric acid, tri-potassium salt [K+].[K+].[K+].P([O-])([O-])([O-])=O